FC1=CC=C(C(=O)OC2=N[Se]C3=C2C=CC=C3)C=C1 benzo[d][1,2]selenazol-3-yl 4-fluorobenzoate